N-(4-(4-amino-7-methyl-7H-pyrrolo[2,3-d]pyrimidin-5-yl)-3-methylphenyl)-2-(3-(trifluoromethyl)phenyl)acetamide NC=1C2=C(N=CN1)N(C=C2C2=C(C=C(C=C2)NC(CC2=CC(=CC=C2)C(F)(F)F)=O)C)C